N1(CCCCC1)C1CCN(CC1)CC1=CC=C(C=C1)NC(C1=CC=C(C=C1)Br)=O N-(4-([1,4'-bipiperidin]-1'-ylmethyl)phenyl)-4-bromobenzamide